Cl.COC([C@H](C1CCCCC1)N)=O (2S)-2-amino-2-cyclohexylacetic acid methyl ester HCl